FC1=CC=C(C=C1)N1N=CC2=CC(=C(C=C12)C)C1N(CCN(C1)S(=O)(=O)C1=NN(N=C1)C)CC(C)F 1-(4-fluorophenyl)-5-(1-(2-fluoropropyl)-4-((2-methyl-2H-1,2,3-triazol-4-yl)sulfonyl)piperazin-2-yl)-6-methyl-1H-indazole